C(C1CO1)N1C(N(C(N(C1=O)CC1CO1)=O)CC1CO1)=O 1,3,5-tris(2,3-epoxypropyl)-1,3,5-triazine-2,4,6(1H,3H,5H)-trione